C1(CC1)COC1=CN=CC(=N1)C1=CC(=C(OCC2CC2)C(=C1)F)F 2-[4-(6-Cyclopropylmethoxypyrazin-2-yl)-2,6-difluorophenoxymethyl]-cyclopropan